4-[3-(4-Hydroxy-pyridin-2-yloxy)-benzylidene]-piperidine-1-carboxylic acid ((1R,2S)-2-phenyl-cyclopropyl)-amide C1(=CC=CC=C1)[C@H]1[C@@H](C1)NC(=O)N1CCC(CC1)=CC1=CC(=CC=C1)OC1=NC=CC(=C1)O